fluorobicyclo[1.1.1]pentan FC12CC(C1)C2